N-(3-(N-(4-methoxyphenyl)sulfamoyl)phenyl)pyrazine-2-carboxamide COC1=CC=C(C=C1)NS(=O)(=O)C=1C=C(C=CC1)NC(=O)C1=NC=CN=C1